2,2-dimethylbutanenitrile CC(C#N)(CC)C